3-fluoro-2-(6-fluoro-4-((R)-2-methylpiperazin-1-yl)-2-((1-methylpiperidin-3-yl)methoxy)pyrido[2,3-d]pyrimidin-7-yl)phenol FC=1C(=C(C=CC1)O)C=1C(=CC2=C(N=C(N=C2N2[C@@H](CNCC2)C)OCC2CN(CCC2)C)N1)F